C(C)(=O)OCCCCCC normalhexyl acetate